ClC=1C(=NC=CC1)N1N=C(C=C1C(=O)O)CN1N=C(N=N1)C1=CC=C(C=C1)C(F)(F)F 2-(3-chloro-2-pyridyl)-5-[[5-[4-(trifluoromethyl)phenyl]tetrazol-2-yl]methyl]pyrazole-3-carboxylic acid